6-(1-(1-(1-acryloyl-2-methylazetidine-3-carbonyl)piperidin-4-yl)-1H-pyrazol-4-yl)-4-methoxypyrazolo[1,5-a]pyridine-3-carbonitrile C(C=C)(=O)N1C(C(C1)C(=O)N1CCC(CC1)N1N=CC(=C1)C=1C=C(C=2N(C1)N=CC2C#N)OC)C